1-(4-(2,6-bis(benzyloxy)pyridin-3-yl)-3-methoxyphenyl)piperidine-4-carboxylic acid ethyl ester C(C)OC(=O)C1CCN(CC1)C1=CC(=C(C=C1)C=1C(=NC(=CC1)OCC1=CC=CC=C1)OCC1=CC=CC=C1)OC